(ethoxymethoxy)-cyclododecane C(C)OCOC1CCCCCCCCCCC1